2-(((tert-butoxycarbonyl)amino)methyl)nicotinic acid C(C)(C)(C)OC(=O)NCC1=C(C(=O)O)C=CC=N1